ONC(CCC1=CC2=C(S1)C=CC(=C2)NC(C2=CC=C(C=C2)C(F)(F)F)=O)=O N-(2-(3-(hydroxyamino)-3-oxopropyl)benzo[b]thiophen-5-yl)-4-(trifluoromethyl)benzamide